tert-butyl 4-[7-fluoro-5-(5-methoxy-2,4-dimethyl-1,3-benzoxazol-6-yl)indazol-2-yl]piperidine-1-carboxylate FC1=CC(=CC2=CN(N=C12)C1CCN(CC1)C(=O)OC(C)(C)C)C1=CC2=C(N=C(O2)C)C(=C1OC)C